[Br-].C1(=CC=CC=C1)P(C1=CC=CC=C1)C1=CC=CC=C1 triphenylphosphine bromide salt